FC1(C(C[C@H]2CC([C@H]3[C@@H]4CC[C@H]([C@@H](CCC(=O)OC)C)[C@]4(CC[C@@H]3[C@]2(C1)C)C)=O)=O)F methyl 2,2-difluoro-3,7-dioxo-5beta-cholanate